OC(C(=O)[O-])(C1=CC=CC=C1)C1=CC(=CC=C1)C(NCCCCNC[C@@H](C1=C2C=CC(NC2=C(C=C1)O)=O)O)=O 2-hydroxy-2-(3-((4-(((R)-2-hydroxy-2-(8-hydroxy-2-oxo-1,2-dihydrochinolin-5-yl)ethyl)amino)butyl)carbamoyl)phenyl)-2-phenylacetat